2'-chloro-N-(6-(5-(hydroxymethyl)furan-3-yl)thiazolo[4,5-b]pyrazin-2-yl)-5'-methoxy-6-methyl-[4,4'-bipyridine]-3-carboxamide ClC1=NC=C(C(=C1)C1=C(C=NC(=C1)C)C(=O)NC=1SC=2C(=NC=C(N2)C2=COC(=C2)CO)N1)OC